β-[3,5-di-tert-butyl-4-hydroxyphenyl]propanoic acid C(C)(C)(C)C=1C=C(C=C(C1O)C(C)(C)C)CCC(=O)O